CS(=O)(=O)C=1C=C(C=CC1)C1NCC2=CC=CC=C12 (3-(methylsulfonyl)phenyl)isoindoline